C1(CC1)N(C1=C(C(=NC=N1)NCC1(COCC1)O)F)CC1=CC=C(C=C1)C(F)(F)F 3-[[[6-[cyclopropyl-[[4-(trifluoromethyl)phenyl]methyl]amino]-5-fluoro-pyrimidin-4-yl]amino]methyl]tetrahydrofuran-3-ol